(6E)-6,8-nonadiene-1-ol C(CCCC\C=C\C=C)O